O=C1N(C=NC2=CC(=CC=C12)C=1C=NNC1C(F)(F)F)[C@H](C)C=1C=C(C(=O)NCC2=CC=NC=C2)C=CC1 (R)-3-(1-(4-Oxo-7-(5-(trifluoromethyl)-1H-pyrazol-4-yl)quinazolin-3(4H)-yl)ethyl)-N-(pyridin-4-ylmethyl)benzamide